[(2S)-3-(1-ethyl-5-fluoro-2-oxo-4-pyridyl)-2-methyl-propyl] methanesulfonate CS(=O)(=O)OC[C@H](CC1=CC(N(C=C1F)CC)=O)C